ClC1=CC2=C(C(=N1)CC)N=C(N2)CC(=O)OCC ethyl (6-chloro-4-ethyl-1H-imidazo[4,5-c]pyridin-2-yl)acetate